(pyrrolidin-3-yl)benzamide N1CC(CC1)C1=C(C(=O)N)C=CC=C1